ClC(C(C)=O)C 3-chlorobutan-2-one